CC(C)C1=C(C=CC=C1)B(O)O [2-(propan-2-yl)phenyl]boronic acid